FC=1C=C(C(=O)N)C=CC1OC 3-fluoro-4-methoxybenzamide